2-(4-methoxy-2-methylphenyl)[1,2,4]triazolo[1,5-c]quinazolin COC1=CC(=C(C=C1)C1=NN2C=NC=3C=CC=CC3C2=N1)C